C(CC)N(CCCCC(CCCCCCC(C(=O)[O-])C(CCCCCCC)CCCCCCC)(CCCCCCC(C(=O)[O-])C(CCCCCCC)CCCCCCC)O)CCC 7-(4-(Dipropylamino) butyl)-7-hydroxytridecane-1,13-diylbis(3-heptyl decanoate)